2,4,6-tri(2-pyrimidinyl)-1,3,5-triazine N1=C(N=CC=C1)C1=NC(=NC(=N1)C1=NC=CC=N1)C1=NC=CC=N1